C(C)(C)(C)OC(=O)N1CCN(CC1)C=1C=C2C(=CC(=NC2=CC1)CC)Cl 4-(4-chloro-2-ethylquinolin-6-yl)piperazine-1-carboxylic acid tert-butyl ester